C1N(CCC2=CC=CC=C12)[C@@H]1[C@H](CN(CC1)C(=O)C1=CC(=NC=C1F)NC1CC(N(CC1)C)=O)O 4-((4-((3S,4S)-4-(3,4-dihydroisoquinolin-2(1H)-yl)-3-hydroxypiperidine-1-carbonyl)-5-fluoropyridin-2-yl)amino)-1-methylpiperidin-2-one